CNC(=O)NC=1C=C2CC[C@]3(C(N(C(O3)=O)CC(=O)N3CCCC4CCCCC34)=O)C2=CC1 1-methyl-3-((1R)-3'-(2-(octahydroquinolin-1(2H)-yl)-2-oxoethyl)-2',4'-dioxo-2,3-dihydrospiro[indene-1,5'-oxazolidine]-5-yl)urea